3-bromo-4-methylbenzo[b]thiophene BrC=1C2=C(SC1)C=CC=C2C